N-(2-(2-((6-morpholinylpyridin-3-yl)amino)quinazolin-8-yl)pyridin-4-yl)ethenesulfonamide N1(CCOCC1)C1=CC=C(C=N1)NC1=NC2=C(C=CC=C2C=N1)C1=NC=CC(=C1)NS(=O)(=O)C=C